(S)-1-(4-chlorophenyl)-2-azaspiro[3.3]heptane ClC1=CC=C(C=C1)[C@@H]1NCC12CCC2